(2R,3R,4R,5R)-2-(4-aminopyrrolo[2,1-f][1,2,4]triazin-7-yl)-2-cyano-5-(((isopropoxycarbonyl)oxy)methyl)tetrahydrofuran-3,4-diyl diacetate C(C)(=O)O[C@H]1[C@](O[C@@H]([C@H]1OC(C)=O)COC(=O)OC(C)C)(C#N)C1=CC=C2C(=NC=NN21)N